IC=1C=C(C=CC1C)C1(C(NC(N1)=O)=O)C 5-(3-iodo-4-methylphenyl)-5-methylimidazolidine-2,4-dione